4-chloro-3-((4-(dimethylamino)piperidin-1-yl)sulfonyl)benzoic acid ClC1=C(C=C(C(=O)O)C=C1)S(=O)(=O)N1CCC(CC1)N(C)C